C(CCCCCCCCCCCOC1=CC=CC=C1)OC1=CC=CC=C1 1'-[1,12-Dodecanediylbis(oxy)]bisbenzene